isobutanolAt carbon [C+4].C(C(C)C)[O-].C(C(C)C)[O-].C(C(C)C)[O-].C(C(C)C)[O-]